C(CC)N1C(CCC1)=O N-propylpyrrolidone